5-amino-6-methyl-N-((6-methyl-5-(1H-pyrazol-4-yl)pyridin-2-yl)methyl)-N-(5,6,7,8-tetrahydroquinolin-8-yl)-1H-pyrrolo[3,2-b]pyridine-2-carboxamide NC1=C(C=C2C(=N1)C=C(N2)C(=O)N(C2CCCC=1C=CC=NC21)CC2=NC(=C(C=C2)C=2C=NNC2)C)C